C(C)(C)OC(=O)C=1C(=NC=2N(C1)C=CN2)OC(C)C 7-isopropoxyimidazo[1,2-a]Pyrimidine-6-carboxylic acid isopropyl ester